C(C)(C)(C)[SiH](OOCC1C=CN2CC=CC12C(=O)[O-])C ((t-butylmethylsilyl)oxy)-1-oxymethyl-1H-pyrrolizin-7a(5H)-carboxylate